C(C)(C)(C)OC(=O)N1[C@H]([C@H](CCCC1)OC(F)F)CC1=CC=CC=C1.ClC=1C=C2CCC(C2=CC1)C(C)N1N=CC(=C1)NC(=O)C1=NOC(=C1)C=1OC=CC1 |o1:8,9| N-(1-(1-(5-chloro-2,3-dihydro-1H-inden-1-yl)ethyl)-1H-pyrazol-4-yl)-5-(furan-2-yl)isoxazole-3-carboxamide tert-butyl-(2S*,3S*)-2-benzyl-3-(difluoromethoxy)azepane-1-carboxylate